(Z)-3-((3,5-dimethyl-1H-pyrrol-2-yl)methylene)-5-fluoro-N-methyl-1-(((1r,4r)-4-(methylamino)cyclohexyl)methyl)-2-oxoindoline-6-carboxamide hydrochloride Cl.CC1=C(NC(=C1)C)\C=C\1/C(N(C2=CC(=C(C=C12)F)C(=O)NC)CC1CCC(CC1)NC)=O